ClC1=CNC2=NC=CC(=C21)C=2C(=NN(C2)C)C2=NC=C(C=C2)F 3-Chloro-4-[3-(5-fluoro-2-pyridyl)-1-methyl-pyrazol-4-yl]-1H-pyrrolo[2,3-b]pyridine